C(C)(C)(C)OC(CCC(C(=O)N)N1NC2=C(C=CC=C2C1=O)OCC=1C=NC(=CC1)SC1CCN(CC1)C1=C(C=C(C=C1)C#N)F)=O 5-amino-4-(7-((6-((1-(4-cyano-2-fluorophenyl)piperidin-4-yl)thio)pyridin-3-yl)methoxy)-3-oxo-1,3-dihydro-2H-indazol-2-yl)-5-oxopentanoic acid tert-butyl ester